O[C@H]1C[C@@]2([C@]([C@@H](C[C@H]2[C@@H]2CCC3=CC(C=C[C@@]3([C@@H]12)C)=O)C)(C(CC)=O)C)C (8S,9S,10R,11S,13S,14S,16R,17S)-11-Hydroxy-10,13,16,17-tetramethyl-17-propanoyl-7,8,9,11,12,14,15,16-octahydro-6H-cyclopenta[a]phenanthren-3-one